tert-butyl 4-(6-(4-(3-(trifluoromethyl)phenoxy)butyl)-1-((2-(trimethylsilyl)ethoxy)methyl)-1H-benzo[d]imidazole-2-carbonyl)piperazine-1-carboxylate FC(C=1C=C(OCCCCC=2C=CC3=C(N(C(=N3)C(=O)N3CCN(CC3)C(=O)OC(C)(C)C)COCC[Si](C)(C)C)C2)C=CC1)(F)F